FC1=CC=C(C(=O)N[C@H](C(=O)NC=2C=CC(=NC2)S(=O)(=O)Cl)CC2=CC=CC=C2)C=C1 (S)-5-(2-(4-fluorobenzamido)-3-phenylpropanamido)pyridine-2-sulfonyl chloride